NC=1C(=NC=C(N1)N1CCC(CC1)(C)CN)SC=1C(=C(C=CC1)NC(=O)NS(=O)(=O)C1CCCC1)Cl N-((3-((3-amino-5-(4-(aminomethyl)-4-methylpiperidin-1-yl)pyrazin-2-yl)thio)-2-chloro-phenyl)carbamoyl)cyclopentanesulfonamide